ethyl 1-(2,4-dichlorophenyl)-5-methylsulfonyl-4-oxo-cinnoline-3-carboxylate ClC1=C(C=CC(=C1)Cl)N1N=C(C(C2=C(C=CC=C12)S(=O)(=O)C)=O)C(=O)OCC